4-(7-formyl-5-methyl-2-oxo-1,4-dihydroquinazolin-3-yl)-N-(3-methoxy-4-methyl-phenyl)cyclohexanecarboxamide C(=O)C1=CC(=C2CN(C(NC2=C1)=O)C1CCC(CC1)C(=O)NC1=CC(=C(C=C1)C)OC)C